C(C)S(=O)(=O)ON=C(C#N)C1=CC=C(C=C1)OC α-(ethylsulfonyloximino)-4-methoxyphenylacetonitrile